ClC1=C(C=C(C=C1)C=1C=CC(=NC1C1=CC=C(C=C1)C(F)(F)F)NS(=O)(=O)C1=CC=CC(=N1)NC(OC(C)(C)C)=O)OCC(C)(C)C tert-butyl (6-(N-(5-(4-chloro-3-(neopentyloxy)phenyl)-6-(4-(trifluoromethyl)phenyl)pyridin-2-yl)sulfamoyl)pyridin-2-yl)carbamate